CC1(OB(OC1(C)C)C=1C=C2C(=NC1)NC=C2C(F)(F)F)C 5-(4,4,5,5-tetramethyl-1,3,2-dioxaborolan-2-yl)-3-(Trifluoromethyl)-1H-pyrrolo[2,3-b]pyridine